ICCC\C=C/CCCCCC(OCCCCC)OCCCCC (7Z)-11-iodo-1,1-dipentyloxy-7-undecene